ClC=1C(=C(C=CC1F)N(C(=O)[C@H]1N(C(NC1)=O)C1=CC=C2C(=N1)CCC2)C)F (S)-N-(3-chloro-2,4-difluorophenyl)-3-(6,7-dihydro-5H-cyclopenta[B]pyridin-2-yl)-N-methyl-2-oxoimidazolidine-4-carboxamide